3-bromobicyclo[4.2.0]octa-1,3,5-trien-2-ol BrC=1C(=C2CCC2=CC1)O